6-Chloro-4-(4-(difluoromethoxy)phenyl)-2-(2-methyl-2H-indazol-5-yl)pyrido[3,2-C]pyridazin-3(2H)-one ClC=1C=CC2=NN(C(C(=C2N1)C1=CC=C(C=C1)OC(F)F)=O)C1=CC2=CN(N=C2C=C1)C